2-(3,4-dimethoxyphenyl)-6-(4-(8-isopropyl-8-azabicyclo[3.2.1]oct-3-yl)phenyl)-[1,2,4]triazolo[1,5-a]pyridine COC=1C=C(C=CC1OC)C1=NN2C(C=CC(=C2)C2=CC=C(C=C2)C2CC3CCC(C2)N3C(C)C)=N1